C(C1=CC=CC=C1)N1N=C2C(N(CCC2=C1Cl)[C@@H]1C(N(C2=C(OC1)C=C(C=C2)C#CCOC)C)=O)=O (S)-3-(2-benzyl-3-chloro-7-oxo-2,4,5,7-tetrahydro-6H-pyrazolo[3,4-c]pyridin-6-yl)-8-(3-methoxypropan-1-yn-1-yl)-5-methyl-2,3-dihydrobenzo[b][1,4]oxazepin-4(5H)-one